methyl-1,3-cyclobutanediol CC1(CC(C1)O)O